FC1=C(C=CC=C1)[C@]1([C@@H]2CCN(C[C@H]12)C1=NC=C(N=C1)SC1=C2C=CC=NC2=CC=C1)CN ((1S,6R,7R)-7-(2-fluorophenyl)-3-(5-(quinolin-5-ylthio)pyrazin-2-yl)-3-azabicyclo[4.1.0]heptan-7-yl)methanamine